C(C)(C)(C)OC(=O)N/C(/N1[C@@H](CCC1)C1=NC(=NO1)C1=CC2=CC=C(C=C2C=C1)OCC1=CC(=CC=C1)C(F)(F)F)=N/C(OC(C)(C)C)=O Tert-butyl (S,Z)-(((tert-butoxycarbonyl)amino)(2-(3-(6-((3-(trifluoromethyl)benzyl)oxy)naphthalen-2-yl)-1,2,4-oxadiazol-5-yl)pyrrolidin-1-yl)methylene)carbamate